OCCCCOC1OCCC1 2-(hydroxybutoxy)-tetrahydrofuran